N-(2-amino-4,5-difluorophenyl)-2-(1,3-dioxoisoindolin-2-yl)acetamide NC1=C(C=C(C(=C1)F)F)NC(CN1C(C2=CC=CC=C2C1=O)=O)=O